NC1=NC=C(C2=C1C=NN2)NC(C(=O)N(C)[C@@H](C)C2=C(C=C(C=C2)C(F)(F)F)Cl)=O (S)-N1-(4-amino-1H-pyrazolo[4,3-c]pyridin-7-yl)-N2-(1-(2-chloro-4-(trifluoromethyl)phenyl)ethyl)-N2-methyloxalamide